OC1=C(OC2=C(O1)OC=C2)O dihydroxyfurodioxine